Bisphosphonic acid monosodium salt [Na+].P([O-])(O)=O.P(O)(O)=O